NC=1C=2N(C3=CC=C(C=C3N1)C1=NNC=C1)C=C(C2)C(=O)N 4-amino-7-(1H-pyrazol-3-yl)pyrrolo[1,2-a]quinoxaline-2-carboxamide